C(C)O[C@@H]1CC[C@H](CC1)N1N=C(C(=C1)[N+](=O)[O-])C1=NC=CN=C1 (1-(trans-4-ethoxycyclohexyl)-4-nitro-1H-pyrazol-3-yl)pyrazine